NC1=NC=2C=CC=C(C2C2=C1N=C(N2CC(C)(O)C)CCO)OC 1-[4-amino-2-(2-hydroxyethyl)-9-methoxy-imidazo[4,5-c]quinolin-1-yl]-2-methyl-2-propanol